FC(OC1=CC=C(C=C1)NC(OC1CCN(CC1)C(C(C)C)=O)=O)(F)F 1-isobutyrylpiperidin-4-yl (4-(trifluoromethoxy)phenyl)carbamate